2,2'-Thio-bis-(4,6-Dichlorophenol) S(C1=C(C(=CC(=C1)Cl)Cl)O)C1=C(C(=CC(=C1)Cl)Cl)O